(S)- and (R)-2-((2-(6-(ethylamino)pyridin-3-yl)ethyl)amino)-1-(1H-indol-3-yl)-2-phenylethan-1-one C(C)NC1=CC=C(C=N1)CCN[C@H](C(=O)C1=CNC2=CC=CC=C12)C1=CC=CC=C1 |r|